NCC1=CC(=NC=C1)C=1C=C(C(=O)NNS(=O)(=O)C2=C(C=CC=C2OC)OC)C=C(C1)C N'-(3-(4-(aminomethyl)pyridin-2-yl)-5-methylbenzoyl)-2,6-dimethoxybenzenesulfonyl-hydrazine